barium dodecylphenol salt C(CCCCCCCCCCC)C1=C(C=CC=C1)O.[Ba]